2-(4-dimethylaminophenyl)-5-hydroxy-5-(trifluoromethyl)-4,5-dihydrofuran-3-carbonitrile CN(C1=CC=C(C=C1)C=1OC(CC1C#N)(C(F)(F)F)O)C